4-(3,4-dimethylphenyl)-1,4-benzoxazine CC=1C=C(C=CC1C)N1C=COC2=C1C=CC=C2